CCC(CC)(C1=CC(=C(C=C1)O)N)C1=CC(=C(C=C1)O)N 4,4'-(pentane-3,3-diyl)bis(2-aminophenol)